C12OP(OCC3CCC3COP(OCC2OCC1)=S)=S 2,4,11,13,16-pentaoxa-3λ5,12λ5-diphosphatricyclo[13.3.0.06,9]octadecane-3,12-dithione